N-[(2-Amino-3-pyridyl)sulfonyl]-6-(4-hydroxy-3-methoxyphenyl)-2-[(4S)-2,2,4-trimethylpyrrolidin-1-yl]pyridin-3-carboxamid NC1=NC=CC=C1S(=O)(=O)NC(=O)C=1C(=NC(=CC1)C1=CC(=C(C=C1)O)OC)N1C(C[C@@H](C1)C)(C)C